(pentafluoro)phenylborane FC1=C(C(=C(C(=C1B)F)F)F)F